N1=CN=CC2=C1CCO2 6,7-dihydrofuro[3,2-d]pyrimidine